N1CCC(CC1)C=1C=C2C=3C=CC(=CC3NC2=CC1)NC(C)=O N-(6-(piperidin-4-yl)-9H-carbazol-2-yl)acetamide